C1=C(C=CC2=CC=CC=C12)C(=O)N[C@@H](C(=O)N1[C@@H](CCC1)C(=O)NC(C(C(=O)N)O)C(C)C)CC1CCCCC1 (2S)-1-((R)-2-(2-naphthoylamino)-3-cyclohexylpropionyl)-N-(1-amino-2-hydroxy-4-methyl-1-oxopent-3-yl)pyrrolidine-2-carboxamide